4-bromo-1-chloro-2-(3-methoxypropoxy)benzene BrC1=CC(=C(C=C1)Cl)OCCCOC